2-dimethylamino-3-chloro-6-methyl-1,4-naphthalenediol CN(C1=C(C2=CC=C(C=C2C(=C1Cl)O)C)O)C